(2S)-2-(4-chloro-6-oxo-pyridazin-1-yl)-N-[4-methyl-3-[2-(4-methylsulfonylphenyl)ethylsulfamoyl]phenyl]propanamide ClC=1C=NN(C(C1)=O)[C@H](C(=O)NC1=CC(=C(C=C1)C)S(NCCC1=CC=C(C=C1)S(=O)(=O)C)(=O)=O)C